5-(2,4-difluorophenyl)-2,3-dimethyl-7-[rac-(6R)-6-(1-cyclopropylpyrazol-4-yl)-3,6-dihydro-2H-pyran-4-yl]pyrido[3,4-b]pyrazine FC1=C(C=CC(=C1)F)C1=NC(=CC=2C1=NC(=C(N2)C)C)C=2CCO[C@H](C2)C=2C=NN(C2)C2CC2 |r|